N1=CN=C(C2=C1NC=C2)[C@H](C)C2CCC(CC2)CS(=O)(=O)NC 1-((1R,4S)-4-((S)-1-(7H-pyrrolo[2,3-d]pyrimidin-4-yl)ethyl)cyclohexyl)-N-methylmethanesulfonamide